C12CNCC(N1C1=CC(=C(C=C1)NC1=NC=C(C(=N1)C1=CC3=C(C(N(CCS3(=O)=O)C)=O)S1)C(F)(F)F)C1CC1)C2 7-(2-((4-(3,6-diazabicyclo[3.1.1]heptan-6-yl)-2-cyclopropylphenyl)amino)-5-(trifluoromethyl)pyrimidin-4-yl)-4-methyl-3,4-dihydrothieno[2,3-f][1,4]thiazepin-5(2H)-one 1,1-dioxide